N1=CC(=CC=C1)NC(=O)C1=NC2=CC=CC=C2N=C1 N-(pyridin-3-yl)quinoxaline-2-carboxamide